2-((4-((R)-2-(5-chloropyridin-2-yl)-4-fluoro-2-methyl-2H-chromen-8-yl)piperidin-1-yl)methyl)-3-(((S)-oxetan-2-yl)methyl)-3H-imidazo[4,5-b]pyridine-5-carboxylic acid ClC=1C=CC(=NC1)[C@@]1(OC2=C(C=CC=C2C(=C1)F)C1CCN(CC1)CC1=NC=2C(=NC(=CC2)C(=O)O)N1C[C@H]1OCC1)C